OB1OC(C2=C1C=CC(=C2)S(=O)(=O)N(CC2=CC=C(C=C2)OC)CC2=CC=C(C=C2)OC)(C)C 1-hydroxy-N,N-bis(4-methoxybenzyl)-3,3-dimethyl-1,3-dihydrobenzo[c][1,2]oxaborole-5-sulfonamide